C(C)(=O)N1[C@H]([C@@H]([C@H](C2=CC(=CC=C12)C(NCCO[Si](C)(C)C(C)(C)C)=O)NC(OCC1=CC=CC=C1)=O)C)C1CC1 benzyl ((2S,3R,4R)-1-acetyl-6-((2-((tert-butyldimethylsilyl)oxy) ethyl)carbamoyl)-2-cyclopropyl-3-methyl-1,2,3,4-tetrahydroquinolin-4-yl)carbamate